FC1=C(C=C(C=N1)C1=CC=C2C(=N1)NC1=C2C=NC=C1)[2H] 2-[6-fluoro(5-2H)pyridin-3-yl]-9H-pyrrolo[2,3-b:4,5-c']dipyridine